The molecule is a disaccharide composed of two 2-(acetylamino)-2-deoxy-D-galactopyranose units in (1->3) linkage. It is an amino disaccharide and a galactosamine oligosaccharide. CC(=O)N[C@@H]1[C@H]([C@H]([C@H](OC1O[C@H]2[C@H]([C@H](OC([C@@H]2NC(=O)C)O)CO)O)CO)O)O